1-(1-(2-cyclopropylpyrimidin-5-yl)ethyl)-4-(propane-1-yn-1-yl)-1H-indazole C1(CC1)C1=NC=C(C=N1)C(C)N1N=CC2=C(C=CC=C12)C#CC